C(#N)C=1C=C(C=NC1N1N=CC=N1)NC(=O)C=1C=NN(C1C(F)(F)F)C1=NC=NN2C1=CC=C2 N-(5-cyano-6-(2H-1,2,3-triazol-2-yl)pyridin-3-yl)-1-(pyrrolo[2,1-f][1,2,4]triazin-4-yl)-5-(trifluoromethyl)-1H-pyrazole-4-carboxamide